C(C=C)(=O)OCC[N+](CC1=C(C=C(C=C1)C(F)(F)F)C(F)(F)F)(CCOC(C=C)=O)CCOC(C=C)=O tris(2-acryloyloxyethyl)(2,4-bis(trifluoromethyl)benzyl)ammonium